2-p-methoxyphenyl-methoxy-3,1-benzoxazin-4-one COC1=CC=C(C=C1)C1=NC2=C(C(O1)=O)C(=CC=C2)OC